C(C)OC(C(CC(=O)OCC)=O)=O alpha-ketosuccinic acid diethyl ester